3H-spiro[indolizine-2,4'-piperidine]-7(1H)-one N1CCC2(CC1)CC1=CC(C=CN1C2)=O